3-hydroxy-2-methylene-4-[4-(1-methylindazol-6-yl)-1-oxo-isoindolin-2-yl]butanenitrile OC(C(C#N)=C)CN1C(C2=CC=CC(=C2C1)C1=CC=C2C=NN(C2=C1)C)=O